(2,4-difluorophenyl)porphyrin FC1=C(C=CC(=C1)F)C1=C2NC(=C1)C=C1C=CC(=N1)C=C1C=CC(N1)=CC=1C=CC(N1)=C2